ClC=1C(=NC=CC1I)NC1CN(C1)C(=O)OC(C)(C)C tert-Butyl 3-((3-chloro-4-iodopyridin-2-yl)amino)azetidine-1-carboxylate